C[C@H]1O[C@H](CN(C1)C1=C2C=CC=NC2=C(C=C1)C(F)(F)F)C(=O)NC1CC2COCC(C1)N2 (2R,6R)-6-methyl-N-(3-oxa-9-azabicyclo[3.3.1]nonan-7-yl)-4-[8-(trifluoromethyl)-5-quinolinyl]morpholine-2-carboxamide